OC1=CC=2[C@@H]3N(N4C(C2C=C1OC)=CC(C(=C4)C(=O)OCC)=O)C(CC3)(C)C ethyl (R)-12-hydroxy-11-methoxy-3,3-dimethyl-8-oxo-2,3,8,13b-tetrahydro-1H-pyrido[2,1-a]pyrrolo[1,2-c]phthalazine-7-carboxylate